Tri(2,3,4-trimethyl-3-pentyl)citrat CC(C)C(C(C)C)(C)C(C(C(C(=O)[O-])(C(C(C)C)(C(C)C)C)C(C(C)C)(C(C)C)C)(O)C(=O)[O-])C(=O)[O-]